C(C)(C)(C)OC(=O)NCCCC(=O)O N-(tert-butoxycarbonyl)-4-aminobutanoic acid